C(CC1=CC=CC=C1)OC1=CC(=NC2=CC=CC=C12)C(=O)NCC1=CC=C(C=C1)/C=C/C(=O)OC Methyl (E)-3-(4-((4-phenethoxyquinoline-2-carboxamido)methyl)phenyl)acrylate